dimethyl (1-cyclopropyl-1-(3-(((trans)-4-(2-fluoro-5-methoxyphenyl)cyclohexyl)methoxy)phenyl)propan-2-yl)phosphonate C1(CC1)C(C(C)P(OC)(OC)=O)C1=CC(=CC=C1)OC[C@@H]1CC[C@H](CC1)C1=C(C=CC(=C1)OC)F